xanth-9-one C1=CC=CC=2OC3=CC=CC=C3C(C12)=O